C(C)(C)(C)N1N=CC(=C1F)C(=O)NC1=C(C=C(C(=C1)C1=CC=2N(C(=C1)N1CCOCC1)N=CN2)C)F 1-(tert-butyl)-5-fluoro-N-(2-fluoro-4-methyl-5-(5-morpholino-[1,2,4]triazolo[1,5-a]pyridin-7-yl)phenyl)-1H-pyrazole-4-carboxamide